N1CCCC2CCCCC12 octahydro-2H-quinoline